BrC1=CC(=C(C(=O)OC)C(=C1)F)C(=C)C#N methyl 4-bromo-2-(1-cyanovinyl)-6-fluorobenzoate